N-{[1,1'-Biphenyl]-4-yl}-N-(4-{1',3'-diphenylspiro[fluoren-9,8'-indeno[1,2-c]thiophen]-7-yl}phenyl)-9,9-dimethyl-9H-fluoren-2-amin C1(=CC=C(C=C1)N(C1=CC=2C(C3=CC=CC=C3C2C=C1)(C)C)C1=CC=C(C=C1)C1=CC=C2C=3C=CC=CC3C3(C=4C=CC=CC4C4=C(SC(=C43)C4=CC=CC=C4)C4=CC=CC=C4)C2=C1)C1=CC=CC=C1